NCC1([C@H]2CN(C[C@@H]12)C=1N=CC(=NC1)SC1=C(C=2N(C=C1)C=C(N2)C(=O)N(C)C)Cl)C=2SC=C(N2)C 7-((5-((1R,5S,6r)-6-(aminomethyl)-6-(4-methylthiazol-2-yl)-3-azabicyclo[3.1.0]hexan-3-yl)pyrazin-2-yl)thio)-8-chloro-N,N-dimethylimidazo[1,2-a]pyridine-2-carboxamide